O[C@@H](C\C=C/CCCCCCCC(=O)O)CCCCCC (9Z,12R)-12-hydroxyoctadeca-9-enoic acid